COC1=C(C(=CC=C1)OC)S(=O)(=O)NC1=NOC2=C1C(=CC(=C2)C=2SC(=CN2)N2CCN(CC2)C#CC)OC 2,6-dimethoxy-N-(4-methoxy-6-(5-(4-propynylpiperazin-1-yl)thiazol-2-yl)benzo[d]isoxazol-3-yl)benzenesulfonamide